6-[8-[[2-(1-amino-1-methyl-ethyl)-4,8-difluoro-3,5,6,7-tetrahydrocyclopenta[f]benzimidazol-6-yl]methyl]-2-oxo-1-oxa-3,8-diazaspiro[4.5]decan-3-yl]-4H-pyrazino[2,3-b][1,4]oxazin-3-one NC(C)(C)C=1NC2=C(N1)C(=C1C(=C2F)CC(C1)CN1CCC2(CN(C(O2)=O)C2=NC3=C(OCC(N3)=O)N=C2)CC1)F